CC/C=C\C/C=C\C/C=C\CCCCCCCC(=O)OC[C@H](COP(=O)([O-])OCC[N+](C)(C)C)OC(=O)CCC/C=C\C/C=C\C/C=C\C/C=C\C/C=C\CC 1-(9Z,12Z,15Z-octadecatrienoyl)-2-(5Z,8Z,11Z,14Z,17Z-eicosapentaenoyl)-glycero-3-phosphocholine